C1(CC1)C1=C(C=CC=C1)C1=NC=C2N(C(N(C2=N1)CC1=CC=C(C=C1)C=1N(C=C(N1)C(F)(F)F)C)=O)C 2-(2-cyclopropylphenyl)-7-methyl-9-(4-(1-methyl-4-(trifluoromethyl)-1H-imidazol-2-yl)benzyl)-7,9-dihydro-8H-purin-8-one